(S)-(3-chloro-1-methyl-1H-pyrazol-5-yl)(4-(5-fluorobenzo[d]oxazol-2-yl)-6,7-dihydro-1H-imidazo[4,5-c]pyridin-5(4H)-yl)methanone ClC1=NN(C(=C1)C(=O)N1[C@@H](C2=C(CC1)NC=N2)C=2OC1=C(N2)C=C(C=C1)F)C